[Au].[Cu].[Ni].[Ti] titanium-nickel-copper-gold